[Na].C(=C)C1=C(C=CC=C1)C=C divinylbenzene, sodium salt